1,1-dichlorofluoroethylene ClC(=CF)Cl